Cl.O[C@@]1([C@@H](CC[C@H](C1)C)C(C)C)C(=O)NCC(C(=O)OCC(C)(C)N)C1=CC=CC=C1 2-amino-2-methylpropyl 3-((1S,2S,5R)-1-hydroxy-2-isopropyl-5-methylcyclohexane-1-carboxamido)-2-phenylpropanoate hydrochloride